SC(C(=O)[O-])C 2-mercaptopropionate